methyl (S)-2-((2-(2,6-difluoro-4-bromophenyl)-7-methylimidazo[1,2-a]pyridin-3-yl)-methyl)morpholine-4-carboxylate FC1=C(C(=CC(=C1)Br)F)C=1N=C2N(C=CC(=C2)C)C1C[C@H]1CN(CCO1)C(=O)OC